(2-furyl)-5-[4-[(3-methyl-2-pyridyl)methyl]piperazin-1-yl]pyrazolo[1,5-a]pyrimidine-3-carbonitrile O1C(=CC=C1)C1=NN2C(N=C(C=C2)N2CCN(CC2)CC2=NC=CC=C2C)=C1C#N